zirconium(IV) acetylacetone C(C)(=O)CC(C)=O.[Zr+4]